FC=1C=C(C=CC1F)O.[K] potassium 3,4-difluorophenol